ClC1=C(C(=CC=C1)C)NC(=O)C1=CN=C(S1)NC1=NC(=NC(=C1)N1CCC(CC1)N1CCN(CC1)CC1=CC(=CC=C1)NC1C(NC(CC1)=O)=O)C N-(2-chloro-6-methylphenyl)-2-((6-(4-(4-(3-((2,6-dioxopiperidin-3-yl)amino)benzyl)piperazin-1-yl)piperidin-1-yl)-2-methylpyrimidin-4-yl)amino)thiazole-5-carboxamide